C(CC)N(C1=C(C(=CC=C1)C)C#N)C1=CC=CC=C1 N-propylcyano-N-phenyl-m-toluidine